N1=CN=CC2=C1C=C(S2)C=O thieno[3,2-d]Pyrimidine-6-carbaldehyde